5-phenylsulfanylpyrimidine-4-carboxylic acid C1(=CC=CC=C1)SC=1C(=NC=NC1)C(=O)O